N'-[4-[(3-tert-butyl-4-cyano-1,2-thiazol-5-yl)oxy]-2-chloro-5-methylphenyl]-N-ethyl-N-methylmethanimidamide C(C)(C)(C)C1=NSC(=C1C#N)OC1=CC(=C(C=C1C)N=CN(C)CC)Cl